ClC1=C2CCN([C@@H](C2=C(C=C1)OCC1=NOC(=C1C(F)F)C)CN1CC2(CC2)CC1=O)C(=O)[C@H]1[C@H](CCCC1)C (1S,2R)-2-((S)-5-Chloro-8-((4-(difluoromethyl)-5-methylisoxazol-3-yl)methoxy)-1-((6-oxo-5-azaspiro[2.4]heptan-5-yl)methyl)-1,2,3,4-tetrahydroisochinolin-2-carbonyl)-1-methylcyclohexan